OC1=C2N3[C@]4(C[C@H](C3=C(C1=O)C(=O)NCC1=C(C=C(C=C1F)F)F)OC)CCCCN(C2=O)C4 (6aS,8R)-11-hydroxy-8-methoxy-1,10-dioxo-N-(2,4,6-trifluorobenzyl)-1,3,4,5,6,7,8,10-octahydro-2,6a-methano[1,4]diazonino[9,1,2-cd]indolizine-9-carboxamide